1-(7Z,10Z,13Z,16Z-docosatetraenoyl)-2-(4Z,7Z,10Z,13Z,16Z,19Z-docosahexaenoyl)-glycero-3-phosphocholine CCCCC/C=C\C/C=C\C/C=C\C/C=C\CCCCCC(=O)OC[C@H](COP(=O)([O-])OCC[N+](C)(C)C)OC(=O)CC/C=C\C/C=C\C/C=C\C/C=C\C/C=C\C/C=C\CC